1-(piperidin-4-yl)-6-(3-((2-(trifluoromethyl)phenoxy)methyl)piperidin-1-yl)-1H-pyrazolo[3,4-b]pyrazine hydrochloride Cl.N1CCC(CC1)N1N=CC=2C1=NC(=CN2)N2CC(CCC2)COC2=C(C=CC=C2)C(F)(F)F